2-[6-amino-5-[8-[2-[3-(3-fluoroazepan-1-yl)prop-1-ynyl]-4-pyridinyl]-3,8-diazabicyclo[3.2.1]oct-3-yl]pyridazin-3-yl]phenol NC1=C(C=C(N=N1)C1=C(C=CC=C1)O)N1CC2CCC(C1)N2C2=CC(=NC=C2)C#CCN2CC(CCCC2)F